ON=C(C(=O)OCC)C(NC1=C(C=CC=C1)C)=O ethyl 2-(hydroxyimino)-3-oxo-3-(o-tolylamino)propanoate